trans-N-(1-(azetidin-1-ylmethyl)cyclopropyl)-2,2-difluoro-3-phenylcyclopropane-1-carboxamide N1(CCC1)CC1(CC1)NC(=O)[C@@H]1C([C@H]1C1=CC=CC=C1)(F)F